C(CC(CC(C)N)N)N 1,3,5-Hexanetriamine